methyl 4-((cis)-5-amino-1-methylpiperidin-3-yl)benzoate N[C@@H]1C[C@@H](CN(C1)C)C1=CC=C(C(=O)OC)C=C1